FC=1C(=C2CC[C@@H](N(C2=CC1)C(=O)OC)C)[N+](=O)[O-] methyl (2S)-6-fluoro-2-methyl-5-nitro-1,2,3,4-tetrahydroquinoline-1-carboxylate